2-(1-(4-(2,6-bis(benzyloxy)pyridin-3-yl)-3,5-difluorophenyl)piperidin-4-yl)ethan-1-ol C(C1=CC=CC=C1)OC1=NC(=CC=C1C1=C(C=C(C=C1F)N1CCC(CC1)CCO)F)OCC1=CC=CC=C1